N1CC(C1)N1CCN(CC1)C1=C2C(N(C(C2=CC=C1)=O)C1C(NC(CC1)=O)=O)=O 4-(4-(azetidin-3-yl)piperazin-1-yl)-2-(2,6-dioxopiperidin-3-yl)isoindoline-1,3-dione